3-[[3-[Bis(2-hydroxyethyl)amino]propylamino]methyl]-N-[4-[4-[6-chloro-4-(trifluoromethyl)-2-pyridyl]piperazin-1-yl]sulfonylphenyl]benzamide OCCN(CCCNCC=1C=C(C(=O)NC2=CC=C(C=C2)S(=O)(=O)N2CCN(CC2)C2=NC(=CC(=C2)C(F)(F)F)Cl)C=CC1)CCO